(4,7-dichloro-6-(4-((4-methylpiperazin-1-yl)methyl)phenyl)-2H-indazol-2-yl)-2-((R)-6-fluoro-6,7-dihydro-5H-pyrrolo[1,2-c]imidazol-1-yl)-N-(thiazol-2-yl)acetamide ClC=1C2=CN(N=C2C(=C(C1)C1=CC=C(C=C1)CN1CCN(CC1)C)Cl)C(C(=O)NC=1SC=CN1)C1=C2N(C=N1)C[C@@H](C2)F